1-[1-(1-cyanocyclopropyl)ethyl]-N-ethyl-5-methyl-N-pyridazin-4-ylpyrazole-4-carboxamide ethyl-6-chloro-4-hydroxypyrrolo[1,2-b]pyridazine-3-carboxylate C(C)OC(=O)C1=C(C=2N(N=C1)C=C(C2)Cl)O.C(#N)C2(CC2)C(C)N2N=CC(=C2C)C(=O)N(C2=CN=NC=C2)CC